N(C1=CC=CC=C1)C1=CC=CC=2SC3=CC=CC=C3NC12 anilinophenothiazine